N1=CC=CC2=CC=CC(=C12)N=C(CC(CC)=O)CC 5-(8-quinolylimino)-3-heptanone